(S)-4-hydroxy-3-tert-butoxycarbonylaminobutyric acid methyl ester COC(C[C@@H](CO)NC(=O)OC(C)(C)C)=O